C(C)(C)(C)OC(NC1=CC(=NC(=C1)C(=O)N1CC2=CC=CC=C2C1)NC1=CC(=CC=C1)F)=O (2-((3-Fluorophenyl)amino)-6-(isoindoline-2-carbonyl)pyridin-4-yl)carbamic acid tert-butyl ester